NC1=NC(=C(C=2N1C(N(N2)CCC(OC)OC)=O)Br)C2=CC=CC=C2 5-amino-8-bromo-2-(3,3-dimethoxypropyl)-7-phenyl-[1,2,4]triazolo[4,3-c]pyrimidin-3(2H)-one